NC1=CC=CC=2C=CC=3N=C4C=CC=CC4=CC3C21 aminobenzacridine